CN(C1=NC=2N(C3=CC(=CC=C13)C#CCNC(OCCCC)=O)C=NN2)C2=CC=CC=C2 butyl (3-(5-(methyl(phenyl)amino)-[1,2,4]triazolo[4,3-a]quinazolin-8-yl)prop-2-yn-1-yl)carbamate